N-(2,3-dihydro-3,3-dimethyl-1H-indol-6-yl)-2-[(4-pyridylmethyl)Amino]-3-pyridinecarboxamide CC1(CNC2=CC(=CC=C12)NC(=O)C=1C(=NC=CC1)NCC1=CC=NC=C1)C